dipentaerythritol pentapalmitate C(CCCCCCCCCCCCCCC)(=O)OCC(COC(CCCCCCCCCCCCCCC)=O)(COCC(COC(CCCCCCCCCCCCCCC)=O)(COC(CCCCCCCCCCCCCCC)=O)COC(CCCCCCCCCCCCCCC)=O)CO